C(C)C=1C=C(C=CC1C1=CC=C(C=C1)C1CCC(CC1)CCCCC)CCC(C(=O)[O-])C(=O)[O-] 2-[2-[3-ethyl-4-[4-(4-pentylcyclohexyl) phenyl] phenyl] ethyl]-propanedioate